The molecule is a carboxamide that is 1,8-diaminooctane in which a hydrogen attached to each of the amino groups has been replaced by a dichloroacetyl group. Inhibitor of aldehyde dehydrogenase 1a2 (ALDH1a2). Inhibits the biosynthesis of retinoic acid from retinol in neonatal and adult murine testis. It down-regulates sex related genes in zebrafish. It has a role as an EC 1.2.1.3 [aldehyde dehydrogenase (NAD(+))] inhibitor. It is an organochlorine compound and a secondary carboxamide. It derives from a dichloroacetic acid and a 1,8-diaminooctane. C(CCCCNC(=O)C(Cl)Cl)CCCNC(=O)C(Cl)Cl